2-(2,6-dioxopiperidin-3-yl)-5-fluoro-3-oxoisoindoline-4-carboxylic acid O=C1NC(CCC1N1CC=2C=CC(=C(C2C1=O)C(=O)O)F)=O